methyl 2-amino-3-(4-fluorophenyl)-2-methylpropionate NC(C(=O)OC)(CC1=CC=C(C=C1)F)C